3-(4-(2-(1H-indol-3-yl)ethoxy)-7,8-dihydro-6H-pyrimido[5,4-b][1,4]oxazin-2-yl)pyridin-2-ol N1C=C(C2=CC=CC=C12)CCOC1=NC(=NC2=C1OCCN2)C=2C(=NC=CC2)O